N1=C(C=CC=C1)C1CC(CCCCCC1)=O pyridylcyclononan-3-one